palladium(II) trimethylacetate CC(C(=O)[O-])(C)C.[Pd+2].CC(C(=O)[O-])(C)C